P(=S)(O)([O-])[O-] O-hydrogen (S)-thiophosphate